[Cl-].[Cl-].CC=1C=C(C=2CC3=CC=CC(=C3C2C1)C)[Zr+2] (3,5-dimethylfluorenyl)zirconium dichloride